di(prop-2-yl)ammonium CC(C)[NH2+]C(C)C